trissec-butylaluminum C(C)(CC)[Al](C(C)CC)C(C)CC